C(C)(=O)N1CCP(CC1)(=O)C1=CC2=C(N=C(N=C2N[C@H](C)C2=C(C(=CC=C2)C(CNC2CC2)(F)F)F)C)C=N1 1-acetyl-4-(4-{[(1R)-1-{3-[2-(cyclopropylamino)-1,1-difluoroethyl]-2-fluorophenyl}ethyl]amino}-2-methylpyrido[3,4-d]pyrimidin-6-yl)-1,4lambda5-azaphosphinan-4-one